FC(=O)F fluoro ketone